BrC1=CC(=C(C=C1F)CO)Cl (4-bromo-2-chloro-5-fluorophenyl)methanol